BrC1=CC=2N(C(=C1NC(=O)C1=CC(=NN1C1=NC=CC=C1Cl)OC)C(=O)NCC1CC1)N=CC2 5-Bromo-6-(1-(3-chloropyridin-2-yl)-3-methoxy-1H-pyrazol-5-carboxamido)-N-(cyclopropylmethyl)pyrazolo[1,5-a]pyridin-7-carboxamid